(R)-1-(2-chloropyridin-3-yl)ethyl (4-(5-((N-isopropylsulfamoyl) amino)pyridin-2-yl)-1-methyl-1H-1,2,3-triazol-5-yl)carbamate C(C)(C)NS(=O)(=O)NC=1C=CC(=NC1)C=1N=NN(C1NC(O[C@H](C)C=1C(=NC=CC1)Cl)=O)C